3-methyl-2-buten-1-al diprenylacetal C(C=C(C)C)OC(C=C(C)C)OCC=C(C)C